3-[6-Chloro-3-[(1R)-1-[2-(6,7-dihydro-5H-cyclopenta[b]pyridin-3-yl)-3,6-dimethyl-4-oxo-chromen-8-yl]ethoxy]-2-pyridyl]-4H-1,2,4-oxadiazol-5-one ClC1=CC=C(C(=N1)C1=NOC(N1)=O)O[C@H](C)C=1C=C(C=C2C(C(=C(OC12)C=1C=C2C(=NC1)CCC2)C)=O)C